P(=O)([O-])([O-])F.[V+5].[Li+].P(=O)([O-])([O-])F.P(=O)([O-])([O-])F LITHIUM VANADIUM FLUOROPHOSPHATE